Cl.[Cl-].C(C1=CC=CC=C1)NC(C[N+]1(CCCCC1)CC(=O)NC1=C(SC=C1C)C(NCCNC)=O)=O 1-(2-(benzylamino)-2-oxoethyl)-1-(2-((4-methyl-2-((2-(methylamino)ethyl)carbamoyl)thiophen-3-yl)amino)-2-oxoethyl)piperidin-1-ium chloride hydrochloride